C(=C)(C)[C@H]1CC=C(CC1)C=O |r| (RS)-4-isopropenyl-cyclohexen-1-carboxaldehyde